((2-(2,6-dioxopiperidin-3-yl)-1-oxoisoindolin-5-yl)methyl)-2-oxo-3-(4-(1-(trifluoromethyl)cyclopropyl)phenyl)propanamide O=C1NC(CCC1N1C(C2=CC=C(C=C2C1)CC(C(C(=O)N)=O)C1=CC=C(C=C1)C1(CC1)C(F)(F)F)=O)=O